(+-)-4-amino-N-(2-(1-azabicyclo(3.3.0)oct-5-yl)ethyl)-5-chloro-2,3-dihydro-2-methylbenzo[b]furan-7-carboxamide hemifumarate C(\C=C\C(=O)O)(=O)O.NC1=C(C=C(C=2O[C@@H](CC21)C)C(=O)NCCC21CCCN1CCC2)Cl.NC2=C(C=C(C=1O[C@@H](CC12)C)C(=O)NCCC12CCCN2CCC1)Cl |r|